1-hydroxy-6,6-dimethyl-3-(2-methyloctan-2-yl)-7,8,10,10a-tetrahydro-6H-benzo[c]chromen-9(6aH)-one OC1=C2C3C(C(OC2=CC(=C1)C(C)(CCCCCC)C)(C)C)CCC(C3)=O